FC1=CC2=C(OC(CO2)C(=O)O)C=C1F 6,7-difluoro-2,3-dihydrobenzo[b][1,4]dioxine-2-carboxylic acid